3-(sec-butyl)-N-(2-hydroxyethyl)-N-methyl-2-oxo-1,2,3,5-tetrahydro-4H-benzo[1,4]diazepine-4-carboxamide C(C)(CC)C1C(NC2=C(CN1C(=O)N(C)CCO)C=CC=C2)=O